(R)-2-(((benzyloxy)carbonyl)amino)-3-methoxy-3-oxopropane-1-sulfonic acid C(C1=CC=CC=C1)OC(=O)N[C@@H](CS(=O)(=O)O)C(=O)OC